CN1N=C(C(=C1)B(O)O)C1=NC=CC=C1 (1-methyl-3-(pyridin-2-yl)-1H-pyrazol-4-yl)boronic acid